FC=1C=C(C=CC1OC)C(CC(=O)OCC)C=1OC(=CN1)C ethyl 3-(3-fluoro-4-methoxyphenyl)-3-(5-methyloxazol-2-yl)propanoate